2-[(2S,6S)-2-methyl-6-(trifluoromethyl)-morpholin-4-yl]-N-(3-sulfamoylphenyl)-5-(trifluoromethyl)pyridine-3-carboxamide C[C@H]1CN(C[C@H](O1)C(F)(F)F)C1=NC=C(C=C1C(=O)NC1=CC(=CC=C1)S(N)(=O)=O)C(F)(F)F